The molecule is a nucleotide-sugar oxoanion obtained by deprotonation of the diphosphate OH groups of dTDP-2,3,6-trideoxy-3-C-methyl-4-O-methyl-3-nitroso-beta-L-arabino-hexopyranose; major species at pH 7.3. It is a conjugate base of a dTDP-2,3,6-trideoxy-3-C-methyl-4-O-methyl-3-nitroso-beta-L-arabino-hexopyranose. C[C@H]1[C@@H]([C@@](C[C@H](O1)OP(=O)([O-])OP(=O)([O-])OC[C@@H]2[C@H](C[C@@H](O2)N3C=C(C(=O)NC3=O)C)O)(C)N=O)OC